3-(chloro)benzoylmethylenedimethylsulfur bromide ClC=1C=C(C(=O)C=[S](C)(C)Br)C=CC1